C(C1=CC=CC=C1)OC(=O)N1CC(C1)[C@@H](S(=O)(=O)C)C#N |r| Racemic-3-[cyano(methylsulfonyl)methyl]azetidine-1-carboxylic acid benzyl ester